C(C)(C)NC(=O)OC12CCC(CC1)(CC2)C(=O)O 4-(isopropylcarbamoyloxy)bicyclo[2.2.2]octane-1-carboxylic acid